(2S)-Ethyl 2-(2-(3-(3-((1-cyclopropyl-2,2,2-trifluoroethyl) carbamoyl)-1H-1,2,4-triazol-5-yl) phenyl) oxazole-5-carboxamido)-3-methylbutyrate C1(CC1)C(C(F)(F)F)NC(=O)C1=NNC(=N1)C=1C=C(C=CC1)C=1OC(=CN1)C(=O)N[C@H](C(=O)OCC)C(C)C